(2S)-1-[2-[(3S)-3-[(6-methoxy-5-quinolyl)amino]pyrrolidin-1-yl]acetyl]pyrrolidine-2-carbonitrile COC=1C(=C2C=CC=NC2=CC1)N[C@@H]1CN(CC1)CC(=O)N1[C@@H](CCC1)C#N